N1(CCN(CCCN(CCN(CCC1)CC(=O)O)CC(=O)O)CC(=O)O)CC(=O)O 1,4,8,11-tetraaza-cyclotetradecane-1,4,8,11-tetraacetic acid